1-(methoxymethyl)-3-azabicyclo[3.1.1]heptane COCC12CNCC(C1)C2